C(CC)(=O)OCC1=C(C(=CC=C1)F)F 2,3-difluorobenzyl propionate